(7-((4-(cyclopropylamino)-3-(trifluoromethyl)-1H-pyrrolo[2,3-b]pyridin-6-yl)amino)-2,3-dihydrobenzo-furan-4-yl)(morpholino)methanone C1(CC1)NC1=C2C(=NC(=C1)NC1=CC=C(C=3CCOC31)C(=O)N3CCOCC3)NC=C2C(F)(F)F